5-((5-(5-chloropyridin-2-yl)oxazol-2-yl)amino)pyrazine-2-carbonitrile ClC=1C=CC(=NC1)C1=CN=C(O1)NC=1N=CC(=NC1)C#N